6-chloro-6-(2-chloroethyl)-N-(1-methylpiperidin-4-yl)-2-morpholinopyrimidin-4-amine ClC1(C=C(N=C(N1)N1CCOCC1)NC1CCN(CC1)C)CCCl